3-(4-bromophenyl)-1-methyl-pyridin-2(1H)-one BrC1=CC=C(C=C1)C=1C(N(C=CC1)C)=O